C(C)(C)(C)OC(NCC=1C=C(C2=C(CCO2)C1C=C)C1=CC=C(C=C1)OC(F)(F)F)=O tert-butyl-N-[[7-[4-(trifluoromethoxy)phenyl]-4-vinyl-2,3-dihydrobenzofuran-5-yl]methyl]carbamate